OC=1C(=CC(=C(C1)N1C=C(C(C2=CC=CC=C12)=O)C(=O)N)C(C)(C)C)C(C)(C)C (5-hydroxy-2,4-ditert-butyl-phenyl)-4-oxo-1H-quinoline-3-carboxamide